P(=O)(O)(O)O.CC(=O)[C@H](O)[C@H](O)CO methylerythrose phosphate